FC1=C(C=CC=C1)/C(=C/C#N)/C (E)-3-(2-fluorophenyl)but-2-enenitrile